ClC=1C=C2C(=CN=C(C2=CN1)OC1CC1)C(C)(C)N 2-(6-chloro-1-cyclopropoxy-2,7-naphthyridin-4-yl)propan-2-amine